methyl (trans)-3-{[(tert-butoxy)carbonyl]amino}cyclobutane-1-carboxylate C(C)(C)(C)OC(=O)N[C@@H]1C[C@H](C1)C(=O)OC